COC1=C(C2=CC=CC=C2C=C1)C1=C(C=CC2=CC=CC=C12)OC 2,2'-dimethoxy-1,1'-binaphthyl